C(C)(C)(C)OC(=O)N1C[C@H](CCC1)NC1=NC(=CC(=C1F)CN1CCOCC1)NC=1SC(=CN1)C (S)-3-((3-fluoro-6-((5-methylthiazol-2-yl)amino)-4-(morpholinomethyl)pyridin-2-yl)amino)piperidine-1-carboxylic acid tert-butyl ester